FC=1C=C(C=C(C1)OC)NC(C)=O N-(3-fluoro-5-methoxyphenyl)acetamide